S1C=CC=2C1=NC(=CC2)C(C)O 1-(thieno[2,3-b]pyridin-6-yl)ethan-1-ol